4-[2-(2,6-dioxo-3-piperidyl)-1,3-dioxo-isoindolin-4-yl]oxybutanoic acid O=C1NC(CCC1N1C(C2=CC=CC(=C2C1=O)OCCCC(=O)O)=O)=O